3-(3-OXO-2-PENTYL)CYCLOPENTYLDIMETHYLMALONAT O=C(C(C)C1CC(CC1)CC(C(=O)[O-])(C(=O)[O-])C)CC